CN([C@H]1CN(CC1)CC1=CC(=NC=C1)C=1C=C2CN(C(C2=CC1)=O)C1C(NC(CC1)=O)=O)C 3-(5-(4-(((R)-3-(dimethylamino)pyrrolidin-1-yl)methyl)pyridin-2-yl)-1-oxoisoindolin-2-yl)piperidine-2,6-dione